3-hydroxy-azetidine-3-carboxamide OC1(CNC1)C(=O)N